C(CS)(=O)OCCOC(CS)=O ethylene Glycol bis(thioglycolate)